tert-butyl-3-(4-(7-((1-cyclopropyl-3-(tetrahydro-2H-pyran-4-yl)-1H-pyrazol-4-yl)oxy)thieno[3,2-b]pyridin-2-yl)-1H-pyrazol-1-yl)azetidine-1-carboxylic acid C(C)(C)(C)C1N(CC1N1N=CC(=C1)C1=CC2=NC=CC(=C2S1)OC=1C(=NN(C1)C1CC1)C1CCOCC1)C(=O)O